CC=1C=C(C=CC1N1N=CC(=C1)C(NCC1=NC(=NN1)C(C(F)(F)F)(C)C)=O)C1=CC=C(C=C1)CN1CCC(CCC1)N1CCN(CC1)C(=O)OC(C)(C)C tert-butyl 4-[1-[[4-[3-methyl-4-[4-[[3-(2,2,2-trifluoro-1,1-dimethyl-ethyl)-1H-1,2,4-triazol-5-yl]methylcarbamoyl]pyrazol-1-yl]phenyl]phenyl]methyl]azepan-4-yl]piperazine-1-carboxylate